C(C)(C)(C)OC(NC=1C=CC2=C(N=C(O2)C2=CC(=NC=C2F)Br)C1)=O (2-(2-bromo-5-fluoropyridin-4-yl)benzo[d]oxazol-5-yl)carbamic acid tert-butyl ester